trans-Methyl 4-((4-(2-cyclopropylthiazol-5-yl)pyridin-2-yl)((4-(4-methoxy-3-methylphenyl)bicyclo[2.2.2]octan-1-yl)methyl)carbamoyl)cyclohexane-carboxylate C1(CC1)C=1SC(=CN1)C1=CC(=NC=C1)N(C(=O)[C@@H]1CC[C@H](CC1)C(=O)OC)CC12CCC(CC1)(CC2)C2=CC(=C(C=C2)OC)C